18-Fluorooctadec-9-enoic acid FCCCCCCCCC=CCCCCCCCC(=O)O